ClC1=CC=C(C=C1)C(CC(=O)OC)NC(C(C(C)C)NC(=O)OC(C)C)=O methyl 3-(4-chlorophenyl)-3-(2-isopropoxycarbonylamino-3-methyl butyryl-amino)propionate